1-{5-[(3R)-3-methylmorpholin-4-yl]-3-(1H-pyrazol-5-yl)-[1,2]thiazolo[4,5-b]pyridin-7-yl}cyclopentane-1-carboxylic acid C[C@H]1N(CCOC1)C1=CC(=C2C(=N1)C(=NS2)C2=CC=NN2)C2(CCCC2)C(=O)O